FC(C1=CC=CC(=N1)C(=O)NC1=CC2=CN(N=C2C=C1OC)C1CCC(CC1)C=O)F 6-(Difluoromethyl)-N-[2-(4-formylcyclohexyl)-6-methoxy-indazol-5-yl]pyridine-2-carboxamide